N5-(2-Benzyloxy-2-methylpropyl)-2-(7-fluoro-1-(2-fluorobenzyl)-1H-indazol-3-yl)-pyrimidine-4,5,6-triamine C(C1=CC=CC=C1)OC(CNC=1C(=NC(=NC1N)C1=NN(C2=C(C=CC=C12)F)CC1=C(C=CC=C1)F)N)(C)C